1-fluoro-3-iodo-5-methoxybenzene FC1=CC(=CC(=C1)OC)I